C(CCCCCCCCCCCCCCCCCCCC)(=O)OC[C@@H](OC(CCCCCCCCCCCCCCCCCCCC)=O)COP(=O)([O-])OCC[N+](C)(C)C 1,2-bis-heneicosanoyl-sn-glycero-3-phosphocholine